CC=1C=C(C=CC1OC1=CC2=C(N(C=N2)C)C=C1)NC=1C2=C(N=CN1)C=CC(=N2)N2C[C@@H](NCC2)C N-{3-methyl-4-[(1-methyl-1,3-benzodiazol-5-yl)oxy]phenyl}-6-[(3S)-3-methylpiperazin-1-yl]pyrido[3,2-d]pyrimidin-4-amine